methoxymethyl 5-ethyl-6-((4-hydroxy-2,3,6-trimethylbenzoyl)oxy)-2,4-dimethyl-[1,1'-biphenyl]-3-carboxylate C(C)C=1C(=C(C(=C(C1OC(C1=C(C(=C(C=C1C)O)C)C)=O)C1=CC=CC=C1)C)C(=O)OCOC)C